2-(4-chlorophenylthio)pyridine-N-oxide ClC1=CC=C(C=C1)SC1=[N+](C=CC=C1)[O-]